4-[3-[2,6-Dichloro-4-[(3,3-dichloro-2-propen-1-yl)oxy]phenoxy]propoxy]-2-methoxy-6-(trifluoromethyl)-pyrimidin ClC1=C(OCCCOC2=NC(=NC(=C2)C(F)(F)F)OC)C(=CC(=C1)OCC=C(Cl)Cl)Cl